FC(C(C1=CC=CC2=CC=CC=C12)C1=C(C(=O)N)C=CC=C1)(F)F (2,2,2-trifluoro-1-(naphthalen-1-yl)ethyl)benzamide